L-homoglutamic acid N[C@@H](CCCC(=O)O)C(=O)O